2-(4-ethylphenoxy)N-(4-fluoro-3-nitrophenyl)-acetamide C(C)C1=CC=C(OCC(=O)NC2=CC(=C(C=C2)F)[N+](=O)[O-])C=C1